[(3R,4R,5R)-6-hydroxy-4,5-bis[[2-(1H-indol-3-yl)acetyl]oxy]tetrahydropyran-3-yl] 2-(1H-indol-3-yl)acetate N1C=C(C2=CC=CC=C12)CC(=O)O[C@@H]1COC([C@@H]([C@@H]1OC(CC1=CNC2=CC=CC=C12)=O)OC(CC1=CNC2=CC=CC=C12)=O)O